C(C(C)(C)C)(=O)[O-].C(C(C)(C)C)[Bi+]CC(C)(C)C Di-neopentylbismuth Pivalate